2-(3-(Trifluoromethyl)-1,2,4-oxadiazol-5-yl)ethan FC(C1=NOC(=N1)CC)(F)F